1-(Tert-butyl)-2-fluoro-N-(4-methyl-3-(8-morpholinoimidazo[1,2-a]pyridin-6-yl)phenyl)-1H-imidazole-4-carboxamide C(C)(C)(C)N1C(=NC(=C1)C(=O)NC1=CC(=C(C=C1)C)C=1C=C(C=2N(C1)C=CN2)N2CCOCC2)F